sodium neopentanoate C(C(C)(C)C)(=O)[O-].[Na+]